BrC1=CC(=C(C=C1)O)OC1(CC1)CO 4-bromo-2-(1-(hydroxymethyl)cyclopropoxy)phenol